O1CCC(CC1)CNCC=C N-((tetrahydro-2H-pyran-4-yl)methyl)prop-2-en-1-amine